1-methyl-4-(3-nitrobenzyl)piperazine CN1CCN(CC1)CC1=CC(=CC=C1)[N+](=O)[O-]